6-(4-chlorophenyl)-N-[(2R)-1-hydroxyprop-2-yl]-3-oxo-2-(pyridin-3-yl)-2,3-dihydropyridazine-4-carboxamide ClC1=CC=C(C=C1)C=1C=C(C(N(N1)C=1C=NC=CC1)=O)C(=O)N[C@@H](CO)C